(1S,4s)-4-(2-((1R,3R)-3-hydroxycyclopentylamino)-8-(2,4,6-trifluorophenylamino)-9H-purin-9-yl)cyclohexanecarboxamide O[C@H]1C[C@@H](CC1)NC1=NC=C2N=C(N(C2=N1)C1CCC(CC1)C(=O)N)NC1=C(C=C(C=C1F)F)F